(4S,S)-4-cyclopropyl-7-ethyl-6-oxo-1-(tetrahydro-2H-pyran-4-yl)-5-(3-(trifluoromethyl)benzamido)-4,5,6,7-tetrahydro-1H-pyrazolo[3,4-b]pyridine-3-carboxylic acid C1(CC1)[C@H]1C2=C(N(C([C@H]1NC(C1=CC(=CC=C1)C(F)(F)F)=O)=O)CC)N(N=C2C(=O)O)C2CCOCC2